ethyl 2-(3-(difluoromethyl)-5-hydroxy-1,5-dihydro-4H-1,2,4-triazol-4-yl)acetate FC(C1=NNC(N1CC(=O)OCC)O)F